C(C)OC(CC1CN(CC1)C1=C(C=C(C=C1F)C1=NC=C(C(=N1)OCC(C)C)F)F)=O {1-[2,6-difluoro-4-(5-fluoro-4-isobutoxy-pyrimidin-2-yl)-phenyl]-pyrrolidin-3-yl}-acetic acid ethyl ester